2-((1-(tert-butyl)-1H-pyrazol-4-yl)amino)-4-(pent-4-en-1-ylamino)pyrimidin-5-carboxamide C(C)(C)(C)N1N=CC(=C1)NC1=NC=C(C(=N1)NCCCC=C)C(=O)N